C1(=CC=CC=C1)C=1OC(CN1)C1=C(C=CC=C1)C 2-phenyl-5-(2-tolyl)-4,5-dihydrooxazole